C(#N)C1=[N+](C=CC(=C1)C(F)(F)F)[O-] cyano-4-(trifluoromethyl)pyridine 1-oxide